2-{[(3S,4S)-1-acryloyl-4-methylpyrrolidin-3-yl]amino}-N-(2-methoxyethyl)-5H-pyrrolo[2,3-b]pyrazine-7-carboxamide C(C=C)(=O)N1C[C@H]([C@H](C1)C)NC=1N=C2C(=NC1)NC=C2C(=O)NCCOC